1,3,5-tri[3-(trimethoxysilyl)propyl]-1,3,5-triazine CO[Si](CCCN1CN(CN(C1)CCC[Si](OC)(OC)OC)CCC[Si](OC)(OC)OC)(OC)OC